(3-(tert-butoxy)-1-((2-hydroxyethyl)amino)-1-oxobutan-2-yl)carbamic acid tert-butyl ester C(C)(C)(C)OC(NC(C(=O)NCCO)C(C)OC(C)(C)C)=O